2,5,7,10-tetra-oxaundecane COCCOCOCCOC